Ethyl 2-bromo-2-(3-methyl-2-((1r,4r)-4-(trifluoromethoxy)cyclohexyl)phenyl)acetate BrC(C(=O)OCC)C1=C(C(=CC=C1)C)C1CCC(CC1)OC(F)(F)F